(+/-)-(1S,3S)-3-hydroxycyclohexane-1-carboxylate O[C@@H]1C[C@H](CCC1)C(=O)[O-] |r|